(2R)-4,4-difluoro-2-(4-fluorophenyl)-N-{4-[3-methyl-7-(pyridin-2-yl)-5H-pyrrolo[2,3-b]pyrazin-6-yl]pyridin-2-yl}butanamide FC(C[C@@H](C(=O)NC1=NC=CC(=C1)C1=C(C=2C(=NC(=CN2)C)N1)C1=NC=CC=C1)C1=CC=C(C=C1)F)F